The molecule is a carbohydrate acid derivative that is alpha-L-iduronic acid in which the hydroxy group at position 2 has been converted into the correspondinghydrogen sullfate derivative. It is a carbohydrate sulfate and a carbohydrate acid derivative. [C@@H]1([C@@H]([C@@H](O[C@H]([C@@H]1OS(=O)(=O)O)O)C(=O)O)O)O